4-(cyclohexylamino)-N-methyl-3-(pyridin-4-yl)benzenesulfonamide C1(CCCCC1)NC1=C(C=C(C=C1)S(=O)(=O)NC)C1=CC=NC=C1